S1C(=NC2=C1C=CC=C2)NC(=O)C=2C=CC=C1CCN(CC21)C2=CC=C(C(=N2)C(=O)OC(C)(C)C)C2=C(C(=CC=C2)OCCC[C@H]2C[C@@H](N(CC2)CC(=O)OCC)C)C tert-butyl 6-(8-(benzo[d]thiazol-2-ylcarbamoyl)-3,4-dihydroisoquinolin-2(1H)-yl)-3-(3-(3-((2S,4R)-1-(2-ethoxy-2-oxoethyl)-2-methylpiperidin-4-yl)propoxy)-2-methylphenyl)picolinate